BrC=1C=C(C=NC1)[C@@H](C)NC=1C=C(C(=O)OC)C=CC1C methyl 3-{[(1R)-1-(5-bromopyridin-3-yl) ethyl] amino}-4-methylbenzoate